(R)-4-(Methylthio)-N-(4-(morpholin-2-yl)-phenyl)-benzamid CSC1=CC=C(C(=O)NC2=CC=C(C=C2)[C@@H]2CNCCO2)C=C1